3-(5-(propylsulfonyl)-4,5,6,7-tetrahydrothieno[3,2-c]pyridin-3-yl)-5-(trifluoromethyl)-1,2,4-oxadiazole C(CC)S(=O)(=O)N1CC2=C(CC1)SC=C2C2=NOC(=N2)C(F)(F)F